4-(ethoxymethyl)chlorobenzene C(C)OCC1=CC=C(C=C1)Cl